S(=O)(=O)(O)C(C(=O)OCCCCC)CC(=O)OCCCCC.[Na] sodium diamyl sulphosuccinate